N-(2-{[(3,4-dichlorophenyl)methyl]amino}-2-oxoethyl)-4'-ethylbiphenyl-4-carboxamide ClC=1C=C(C=CC1Cl)CNC(CNC(=O)C1=CC=C(C=C1)C1=CC=C(C=C1)CC)=O